N(=[N+]=[N-])C[C@@H](CO)C (S)-3-azido-2-methylpropan-1-ol